N1N=CC(=C1)C1=CC(=C(CN(C(=O)[C@H]2CN(CCC2)C=2C=C(OC(C(=O)N3CCN(CC3)C(=O)OC(C)(C)C)(C)C)C=CC2)C2CC2)C=C1)C(F)(F)F tert-butyl (R)-4-(2-(3-(3-((4-(1H-pyrazol-4-yl)-2-(trifluoromethyl)benzyl) (cyclopropyl)carbamoyl)piperidin-1-yl)phenoxy)-2-methylpropanoyl)piperazine-1-carboxylate